N1=CN=C(C2=C1NC=C2)C=2C=NN(C2)C2(CN(C2)C2CCN(CC2)C(=O)C2=NC(=CN=C2)C(F)(F)F)CC#N [3-[4-(7H-pyrrolo[2,3-d]pyrimidin-4-yl)-1H-pyrazol-1-yl]-1-(1-{[6-(trifluoromethyl)pyrazin-2-yl]carbonyl}piperidin-4-yl)azetidin-3-yl]acetonitrile